((5R)-2-isopropyl-5-methylcyclohexane-1,1-diyl)dimethanol C(C)(C)C1C(C[C@@H](CC1)C)(CO)CO